2-(4-{[4-(4-nitrophenyl)piperazin-1-yl]methyl}phenyl)-3,4-dihydroquinazolin-4-one [N+](=O)([O-])C1=CC=C(C=C1)N1CCN(CC1)CC1=CC=C(C=C1)C1=NC2=CC=CC=C2C(N1)=O